4-(2,2-dicyanovinylidene)phenylboronic acid C(#N)C(=C=C1CC=C(C=C1)B(O)O)C#N